N-(2-((4-(N-acetylsulfamoyl)phenyl)amino)-2-oxo-1-phenylethyl)-3-(3-chloro-2-fluoro-6-(1H-tetrazol-1-yl)phenyl)acrylamide C(C)(=O)NS(=O)(=O)C1=CC=C(C=C1)NC(C(C1=CC=CC=C1)NC(C=CC1=C(C(=CC=C1N1N=NN=C1)Cl)F)=O)=O